(R)-2-(3-((6-(2-(ethoxymethoxy)-4-ethynylphenyl)-5-methylpyridazin-3-yl)amino)piperidin-1-yl)acetonitrile C(C)OCOC1=C(C=CC(=C1)C#C)C1=C(C=C(N=N1)N[C@H]1CN(CCC1)CC#N)C